tert-butyl (3-(5-((4-(4-methylthiazol-2-yl)piperazin-1-yl)sulfonyl)indoline-1-carbonyl)phenethyl)carbamate CC=1N=C(SC1)N1CCN(CC1)S(=O)(=O)C=1C=C2CCN(C2=CC1)C(=O)C=1C=C(CCNC(OC(C)(C)C)=O)C=CC1